C(C)(=O)C1=NN(C2=C(C=C(C=C12)C=1C=NC(=NC1)C)C)CC(=O)N1[C@@H]2C[C@@]2(C[C@H]1C(=O)N[C@H]1C2(OCCO2)CCCC1)C (1R,3S,5R)-2-(2-(3-acetyl-7-methyl-5-(2-methylpyrimidin-5-yl)-1H-indazol-1-yl)acetyl)-5-methyl-N-((R)-1,4-dioxaspiro[4.5]decan-6-yl)-2-azabicyclo[3.1.0]hexane-3-carboxamide